aminoethyl-aminopropyl-dimethyl-ethoxysilane NCCC(C)O[Si](C)(C)CCCN